3-methyl-1,4,6-trihydroxy-8-methoxy-anthraquinone-2-carboxylic acid CC=1C(=C(C=2C(C3=C(C=C(C=C3C(C2C1O)=O)O)OC)=O)O)C(=O)O